COC1=CC2=C(N=C(S2)C2=C3N=CC(=NC3=CC(=C2)C)OC)C(=C1)C(CC1=CC=CC=C1)O 1-(6-methoxy-2-(2-methoxy-7-methylquinoxalin-5-yl)benzo[d]thiazol-4-yl)-2-phenylethanol